CC(CCCC=1C=CC(=C(C1)O)CO)(C)C 5-(4,4-dimethyl-amyl)-2-(hydroxymethyl)phenol